N1C=CC2=CC=C(C=C12)COC1=C(C=C2C=C(NC2=C1)CNC(=O)C1(CC1)C)Cl N-((6-((1H-indol-6-yl)methoxy)-5-chloro-1H-indol-2-yl)methyl)-1-methylcyclopropane-1-carboxamide